FC1=CC=C2C(N3C(C2=C1)=CN=C3)C3CN(CCC3O)S(=O)(=O)C 3-(8-Fluoro-5H-imidazo[5,1-a]isoindol-5-yl)-1-(methylsulfonyl)piperidin-4-ol